2-(4-(2-amino-2-oxoethyl)phenyl)-2-(3,5-dicyano-4-ethyl-6-(4-methyl-1,4-diazepan-1-yl)pyridin-2-ylsulfanyl)acetamide NC(CC1=CC=C(C=C1)C(C(=O)N)SC1=NC(=C(C(=C1C#N)CC)C#N)N1CCN(CCC1)C)=O